S-(3-((tert-butoxycarbonyl)amino)-2-((tert-butyldimethylsilyl)oxy)propyl) ethanethioate C(C)(SCC(CNC(=O)OC(C)(C)C)O[Si](C)(C)C(C)(C)C)=O